N-(4-fluorophenyl)-8-methyl-2-(4-methylbenzyl)-4,5-dihydro-2H-furo[2,3-g]indazole-7-carboxamide FC1=CC=C(C=C1)NC(=O)C1=C(C2=C(CCC3=CN(N=C23)CC2=CC=C(C=C2)C)O1)C